N1=CN=C(C=C1)CN1C(=NC2=C1C=CC=C2)C=2C(=NON2)N 4-[1-(pyrimidin-4-ylmethyl)benzoimidazol-2-yl]-1,2,5-oxadiazol-3-amine